2-tert-butyl-(8-oxooctanamido)carbamic acid C(C)(C)(C)C(C(=O)NNC(O)=O)CCCCCC=O